8-(1-(2,2-difluoroethyl)-1H-pyrazolo[3,4-b]pyrazin-6-yl)-7-methyl-2-(4-(trifluoromethyl)pyridin-2-yl)-2,8-diazaspiro[4.5]decane FC(CN1N=CC=2C1=NC(=CN2)N2C(CC1(CCN(C1)C1=NC=CC(=C1)C(F)(F)F)CC2)C)F